6-bromo-3a,7a-dihydro-1H-indazole BrC=1C=CC2C=NNC2C1